FC1=C(C(=CC=C1)OC)C=1C(=CC=2N(C1)N=CC2C)C(=O)O 6-(2-fluoro-6-methoxyphenyl)-3-methylpyrazolo(1,5-a)pyridine-5-carboxylic acid